CC1=C(C=CC=C1)C(=O)C([O-])C1=CC=CC=C1 2-methylbenzoinide